6-[5-((S)-2-Hydroxymethyl-5-oxopyrrolidin-1-ylmethyl)-pyridin-3-yl]-1-methyl-3,4-dihydro-1H-quinolin-2-one OC[C@H]1N(C(CC1)=O)CC=1C=C(C=NC1)C=1C=C2CCC(N(C2=CC1)C)=O